(S)-N-(1,4-dihydroxybutan-2-yl)benzamide OC[C@H](CCO)NC(C1=CC=CC=C1)=O